ClC1=C(C=C(C=C1)C1=CC=2C3=C(C=NC2C=C1)N(C(N3C=3C=NC=NC3)=N)C)OC(F)(F)F 8-(4-Chloro-3-(trifluoromethoxy)phenyl)-3-methyl-1-(pyrimidin-5-yl)-1,3-dihydro-2H-imidazo[4,5-c]quinolin-2-imine